(2R,4R)-6-chloro-N-[3-(2-{[cis-3-cyanocyclobutyl]oxy}-1,3-thiazol-4-yl)bicyclo[1.1.1]pentan-1-yl]-4-hydroxy-3,4-dihydro-2H-1-benzopyran-2-carboxamide ClC=1C=CC2=C([C@@H](C[C@@H](O2)C(=O)NC23CC(C2)(C3)C=3N=C(SC3)O[C@@H]3C[C@@H](C3)C#N)O)C1